2-chloro-9-(3-hydroxycyclobutyl)-7,9-dihydro-8H-purin-8-one ClC1=NC=C2NC(N(C2=N1)C1CC(C1)O)=O